3-butenoic acid n-hexyl ester C(CCCCC)OC(CC=C)=O